1-pyrroleformaldehyde N1(C=CC=C1)C=O